[C@@H]1([C@H](O)[C@H](S)[C@@H](CO)O1)N1C(=O)N=C(N)C=C1 3'-thiocytidine